[Si](C)(C)(C(C)(C)C)O[C@]1(CN(CCC1)C1=C2N(C=NC2=NC(=N1)OC[C@H]1NCCC1)C1CCC1)C 6-[(3R)-3-{[tert-butyl(dimethyl)silyl]oxy}-3-methylpiperidin-1-yl]-7-cyclobutyl-2-[(2S)-pyrrolidin-2-ylmethoxy]-7H-purine